C(C1=CC=CC=C1)(=O)O[C@H]1[C@H](OC2=NC=CC=C2OC)O[C@@H]([C@@H]([C@@H]1OC(C1=CC=CC=C1)=O)OC(C1=CC=CC=C1)=O)CO[Si](C1=CC=CC=C1)(C1=CC=CC=C1)C(C)(C)C 3-methoxy-2-pyridyl 2,3,4-tri-O-benzoyl-6-O-tert-butyldiphenylsilyl-β-D-galactopyranoside